5-(5-((1-(3-aminopropyl)-3-(4-(trifluoromethoxY)phenyl)-1H-indol-5-yl)methyl)hexahydropyrrolo[3,4-c]pyrrol-2(1H)-yl)-2-(2,6-dioxopiperidin-3-yl)isoindoline-1,3-dione NCCCN1C=C(C2=CC(=CC=C12)CN1CC2C(C1)CN(C2)C=2C=C1C(N(C(C1=CC2)=O)C2C(NC(CC2)=O)=O)=O)C2=CC=C(C=C2)OC(F)(F)F